1-fluoro-1,1-difluoroethane FC(C)(F)F